ClC1=CC(=C(C(=C1)C)C1=CC=C(N=N1)CN([C@H]1CC(N(C1)C)=O)C)OCOCC (4S)-4-[[6-[4-chloro-2-(ethoxymethoxy)-6-methyl-phenyl]pyridazin-3-yl]methyl-methyl-amino]-1-methyl-pyrrolidin-2-one